(S)-N-(1-(3-Hydroxyazetidin-1-yl)pentan-2-yl)-N,3,4-trimethylbenzamide OC1CN(C1)C[C@H](CCC)N(C(C1=CC(=C(C=C1)C)C)=O)C